C(CCCCCCC\C=C/CCCCCCCC)(=O)OC\C=C\C1=CC(OC)=C(O)C(OC)=C1 sinapyl oleate